methyl (2s,3r)-2-benzoylaminomethyl-3-hydroxybutyrate C(C1=CC=CC=C1)(=O)NC[C@H](C(=O)OC)[C@@H](C)O